N-(3-(3-chloro-2-(3-fluoro-4-formyl-5-methoxyphenyl)pyridin-4-yl)-2-methylphenyl)-5-(3-fluoropropyl)-1-methyl-4,5,6,7-tetrahydro-1H-imidazo[4,5-c]pyridine-2-carboxamide ClC=1C(=NC=CC1C=1C(=C(C=CC1)NC(=O)C=1N(C2=C(CN(CC2)CCCF)N1)C)C)C1=CC(=C(C(=C1)OC)C=O)F